Ethylene glycol 2-ethylhexanoate C(C)C(C(=O)OCCO)CCCC